N[C@@H]1[C@H](CCCC1)C1=C(C2=NC(=CC(=C2S1)NCC=1SC=CC1)Cl)CF 2-((1s,2s)-2-aminocyclohexyl)-5-chloro-3-(fluoromethyl)-N-(thiophen-2-ylmethyl)thieno[3,2-b]pyridin-7-amine